COC(C(=O)[O-])CCC methoxy-2-propylacetate